(Boc)-L-serine C(=O)(OC(C)(C)C)N[C@@H](CO)C(=O)O